CO[Si](CCCNCCCCCCNCCC[Si](OC)(OC)OC)(OC)OC bis-[3-(trimethoxysilyl)propyl]hexamethylenediamine